C(CC)(=S)OCCCCO 1,4-butanediol dithiopropionate